(2R,5S)-3-(4-aminophenylethyl)-2-(1-(4-bromophenyl)-3-(4-fluorophenyl)-1H-pyrazol-4-yl)-5-methyloxazolidin-4-one NC1=CC=C(C=C1)CCN1[C@H](O[C@H](C1=O)C)C=1C(=NN(C1)C1=CC=C(C=C1)Br)C1=CC=C(C=C1)F